2-bromo-1-(6-(methylamino)pyridin-3-yl)ethan-1-one BrCC(=O)C=1C=NC(=CC1)NC